FC=1C=C(C=NC1)C1=NC=2N(C(=C1)N[C@H]1CC3=CC=C(C=C3C1)O)N=CC2C (2S)-2-[[5-(5-Fluoro-3-pyridyl)-3-methyl-pyrazolo[1,5-a]pyrimidin-7-yl]amino]indan-5-ol